IC=1C=C2CN(C(C2=CC1)=O)C1C(NC(CC1)=O)=O 3-(5-iodo-1-oxo-2,3-dihydro-1H-isoindol-2-yl)piperidine-2,6-dione